NC1=NC(=C2N=CN(C2=N1)[C@H]1C=C[C@H](C1)COP1(OCC2=C(O1)C=CC=C2)=O)Cl 2-(((1S,4R)-4-(2-amino-6-chloro-9H-purin-9-yl)cyclopent-2-en-1-yl)methoxy)-4H-benzo[d][1,3,2]dioxaphosphinine 2-oxide